2-((2-(phenylsulfonylimino)phenyl)seleno)-1-(pyrimidin-2-yl)-1H-indole C1(=CC=CC=C1)S(=O)(=O)N=C1C(C=CC=C1)[Se]C=1N(C2=CC=CC=C2C1)C1=NC=CC=N1